1-(8-(oxiran-2-yl)octyl)cyclopropane-1-ol O1C(C1)CCCCCCCCC1(CC1)O